2-(3-fluoro-5-isopropyl-2-methoxyphenyl)-2-((R)-3-(isobutyl(2-(2-(5,6,7,8-tetrahydro-1,8-naphthyridin-2-yl)ethoxy)ethyl)amino)pyrrolidin-1-yl)acetic acid FC=1C(=C(C=C(C1)C(C)C)C(C(=O)O)N1C[C@@H](CC1)N(CCOCCC1=NC=2NCCCC2C=C1)CC(C)C)OC